7-bromo-1-cyclopropyl-indazole BrC=1C=CC=C2C=NN(C12)C1CC1